C(=O)(O)C=1C=[N+](C=CC1)[C@@H]1O[C@@H]([C@H]([C@H]1O)O)CO 3-carboxy-1-((2R,3R,4S,5R)-3,4-dihydroxy-5-(hydroxymethyl)tetrahydrofuran-2-yl)pyridin-1-ium